methyl-dibutylphenol CC1=C(C(=C(C=C1)O)CCCC)CCCC